COC(=O)C1=CC(=C(C=C1)C1=CC=C(C(=C1)[N+](=O)[O-])N1CCN(CC1)C)C methyl-4'-(4-methylpiperazin-1-yl)-5'-Nitro-[1,1'-Biphenyl]-4-carboxylic acid methyl ester